6-amino-2-(3,5-dichloro-4-((2'-oxospiro[cyclohexane-1,3'-indolin]-5'-yl)oxy)phenyl)-1,2,4-triazine-3,5(2H,4H)-dione NC=1C(NC(N(N1)C1=CC(=C(C(=C1)Cl)OC=1C=C2C3(C(NC2=CC1)=O)CCCCC3)Cl)=O)=O